2-amino-3-(4-hydroxy-3-iodophenyl)propionic acid NC(C(=O)O)CC1=CC(=C(C=C1)O)I